FC=1C=C(C=CC1)C(CCC[C@@H](C)[C@H]1CC[C@H]2[C@@H]3CC[C@H]4CCCC[C@]4(C)[C@H]3CC[C@]12C)O 24-[(3-fluorophenyl)(hydroxy)methyl]-5alpha-cholan